1-methyl-N-(5-(trans-3-(6-(trifluoromethyl)pyridin-3-yl)cyclobutoxy)-1H-indol-3-yl)-1H-1,2,3-triazole-4-carboxamide CN1N=NC(=C1)C(=O)NC1=CNC2=CC=C(C=C12)O[C@@H]1C[C@H](C1)C=1C=NC(=CC1)C(F)(F)F